C(C=C)C1CCC2=CC(=CC(=C12)Br)F 1-Allyl-7-bromo-5-fluoro-2,3-dihydro-1H-indene